6-fluoro-2-oxo-4-phenyl-1,2-dihydroquinoline-3-carboxylic acid ethyl ester C(C)OC(=O)C=1C(NC2=CC=C(C=C2C1C1=CC=CC=C1)F)=O